5-(8-(3,3-Dimethylcyclopent-1-en-1-yl)imidazo[1,2-b]pyridazin-6-yl)pyrimidine CC1(C=C(CC1)C=1C=2N(N=C(C1)C=1C=NC=NC1)C=CN2)C